BrC1=CC=C2C(=C(C(N(C2=C1)C)=O)C#N)N1CCC(CC1)C1=CC=CC=C1 7-Bromo-1-methyl-2-oxo-4-(4-phenylpiperidin-1-yl)-1,2-dihydroquinoline-3-carbonitrile